1-(4-(4-((1-(3-(4-(4-amino-3-(4-phenoxyphenyl)-1H-pyrazolo[3,4-d]pyrimidin-1-yl)piperidin-1-yl)propyl)pyrrolidin-3-yl)methyl)piperazin-1-yl)phenyl)dihydropyrimidine-2,4(1H,3H)-dione NC1=C2C(=NC=N1)N(N=C2C2=CC=C(C=C2)OC2=CC=CC=C2)C2CCN(CC2)CCCN2CC(CC2)CN2CCN(CC2)C2=CC=C(C=C2)N2C(NC(CC2)=O)=O